(R)-(+)-1-(2-naphthyl)ethylamine C[C@H](C1=CC2=CC=CC=C2C=C1)N